4-(((3R,4S)-4-((5-bromopyridin-2-yl)sulfonyl)-3-hydroxy-3-(hydroxymethyl)pyrrolidin-1-yl)sulfonyl)-3-chlorobenzonitrile BrC=1C=CC(=NC1)S(=O)(=O)[C@@H]1[C@@](CN(C1)S(=O)(=O)C1=C(C=C(C#N)C=C1)Cl)(CO)O